4-(4-(5-(((1R,4R,5R,6S)-6-fluoro-1,2,4-trimethyl-2-azabicyclo[2.2.1]heptan-5-yl)oxy)-1,3,4-thiadiazol-2-yl)-3-hydroxyphenyl)-1-methyl-1,3,5-triazin-2(1H)-one F[C@@H]1[C@@H]([C@]2(CN([C@@]1(C2)C)C)C)OC2=NN=C(S2)C2=C(C=C(C=C2)C2=NC(N(C=N2)C)=O)O